COC(=O)C1=CC=C2C(=NN(C2=C1)C)C(F)F 3-(difluoromethyl)-1-methylindazole-6-carboxylic acid methyl ester